ClC=1C=C(C=C(C1)Cl)CN1C(CCC2=CC(=CC=C12)[N+](=O)[O-])=O 1-[(3,5-dichlorophenyl)methyl]-6-nitro-3,4-dihydroquinolin-2-one